6-chloro-1-methyl-4-[4-methyl-4-(6-methyl-1,3-benzoxazol-2-yl)piperidin-1-yl]-2-oxo-1,2-dihydroquinoline-3-carbonitrile ClC=1C=C2C(=C(C(N(C2=CC1)C)=O)C#N)N1CCC(CC1)(C=1OC2=C(N1)C=CC(=C2)C)C